(1aR,5aR)-2-(5-Chloro-4-trifluoromethyl-pyridin-2-yl)-1a,2,5,5a-tetrahydro-1H-2,3-diaza-cyclopropa[a]pentalene-4-carboxylic Acid (2-Hydroxy-1,1-dimethyl-ethyl)-amide OCC(C)(C)NC(=O)C=1C=2C[C@@H]3[C@H](C2N(N1)C1=NC=C(C(=C1)C(F)(F)F)Cl)C3